3-(5-Methoxypyrazin-2-yl)phenol COC=1N=CC(=NC1)C=1C=C(C=CC1)O